N-(5-cyclopropyl-1H-pyrazol-3-yl)-2-[1-(6-methylpyridin-2-yl)pyrazol-4-yl]acetamide C1(CC1)C1=CC(=NN1)NC(CC=1C=NN(C1)C1=NC(=CC=C1)C)=O